tri(2-methylphenyl)-phosphine CC1=C(C=CC=C1)P(C1=C(C=CC=C1)C)C1=C(C=CC=C1)C